[Co].[Zn] zinc cobalt salt